(3S)-3-(4-{[(2S)-3-methylbut-2-yl]oxy}phenyl)hex-4-ynoic acid CC([C@H](C)OC1=CC=C(C=C1)[C@H](CC(=O)O)C#CC)C